C[Si](C)(C)C[N+]1(CCCCC1)C 1-trimethylsilylmethyl-1-methylpiPeridinium